(biphenylyl)[(diphenyltriazinyl)phenyl]dibenzofuran C1(=C(C=CC=C1)C1=C(C2=C(OC3=C2C=CC=C3)C=C1)C1=C(C=CC=C1)C1=NN=NC(=C1C1=CC=CC=C1)C1=CC=CC=C1)C1=CC=CC=C1